1-[3-(2,6-dimethoxyphenyl)-1-{[2-(trimethylsilyl)ethoxy]methyl}pyrrolo[2,3-b]pyridin-6-yl]-3-(2-oxoethyl)urea COC1=C(C(=CC=C1)OC)C1=CN(C2=NC(=CC=C21)NC(=O)NCC=O)COCC[Si](C)(C)C